6-[2-(difluoromethyl)-6-(4-piperazin-1-yl-1-piperidinyl)-3-pyridinyl]-8-methyl-imidazo[1,2-a]pyridine FC(C1=NC(=CC=C1C=1C=C(C=2N(C1)C=CN2)C)N2CCC(CC2)N2CCNCC2)F